5-chloro-N4-(indolin-6-yl)-N2-(2-methoxy-4-(4-(4-methylpiperazin-1-yl)piperidin-1-yl)phenyl)pyrimidine-2,4-diamine ClC=1C(=NC(=NC1)NC1=C(C=C(C=C1)N1CCC(CC1)N1CCN(CC1)C)OC)NC1=CC=C2CCNC2=C1